2-(2-chlorophenyl)-N-(2-(1,1-difluoro-2-methylpropyl)-4-sulfamoyl-2H-indazol-6-yl)acetamide ClC1=C(C=CC=C1)CC(=O)NC=1C=C(C2=CN(N=C2C1)C(C(C)C)(F)F)S(N)(=O)=O